7-fluoro-[1,2,4]triazolo[4,3-a]quinazolin-5-amine FC=1C=C2C(=NC=3N(C2=CC1)C=NN3)N